C(C)OC1=NC=CC(=C1)C1=C(C=2CCCC2C=C1C)N 5-(2-Ethoxypyridin-4-yl)-6-methyl-2,3-dihydro-1H-inden-4-amine